NC([C@H](C[C@H]1C(NCC1)=O)NC([C@H](CC1CC1)NC(=O)C=1NC=2CCCCC2C1)=O)=O N-[(1S)-2-[[(1S)-2-amino-2-oxo-1-[[(3S)-2-oxopyrrolidin-3-yl]methyl]ethyl]amino]-1-(cyclopropylmethyl)-2-oxo-ethyl]-4,5,6,7-tetrahydro-1H-indole-2-carboxamide